N-((S)-1-(((S)-4-(difluoromethoxy)-3-oxo-1-((S)-2-oxopyrrolidin-3-yl)butan-2-yl)amino)-4-methyl-1-oxopentan-2-yl)-4-methoxy-1H-indole-2-carboxamide FC(OCC([C@H](C[C@H]1C(NCC1)=O)NC([C@H](CC(C)C)NC(=O)C=1NC2=CC=CC(=C2C1)OC)=O)=O)F